C(C)S(=O)CCN1C(=NC=C1[N+](=O)[O-])C 1-(2-(ethylsulfinyl)ethyl)-2-methyl-5-nitro-1H-imidazole